ClC1=C(C=CC=C1)[C@@H]1N(CCCCC1)C1=NC(=NC(=C1)C(C)C)N |r| (±)-4-(2-(2-Chlorophenyl)azepan-1-yl)-6-isopropylpyrimidin-2-amine